N-{[5-chloro-6-(5-methoxy-2-pyrazinyl)-2-indolyl]methyl}(3-oxetanyl)acetamide ClC=1C=C2C=C(NC2=CC1C1=NC=C(N=C1)OC)CNC(CC1COC1)=O